1-(4-fluoro-2-methylbenzyl)-1-methylguanidine hydrochloride Cl.FC1=CC(=C(CN(C(=N)N)C)C=C1)C